tert-butyl 2-(2-(6,6-dimethyl-4,5,6,7-tetrahydro-1H-indazol-3-yl)-1H-indole-6-carbonyl)-2,6-diazaspiro[3.4]octane-6-carboxylate CC1(CCC=2C(=NNC2C1)C=1NC2=CC(=CC=C2C1)C(=O)N1CC2(C1)CN(CC2)C(=O)OC(C)(C)C)C